CC1=C(C=CC=C1)C1=C(C=CC=C1)C#N methyl-2'-cyanobiphenyl